C(#N)[C@]1(CN(CC1)C(=O)OCC1=CC=CC=C1)C Benzyl (3R)-3-cyano-3-methyl-pyrrolidine-1-carboxylate